C[Si](O[C@H]1C[C@H](CC1)C=1C=C(N(N1)C(C)(C)C)NC=1C=C2CCC(C2=CC1)C#N)(C(C)(C)C)C 5-({5-[(1S,3R)-3-{[dimethyl-(2-methylprop-2-yl)silyl]oxy}cyclopentyl]-2-(2-methylprop-2-yl)pyrazol-3-yl}amino)-2,3-dihydro-1H-indene-1-carbonitrile